The molecule is an N,N-dihydroxy-alpha-amino acid having a 6-thiaheptyl substituent at the 2-position. It derives from a trihomomethionine. It is a conjugate acid of a N,N-dihydroxytrihomomethioninate. CSCCCCCC(C(=O)O)N(O)O